C(=O)O.BrC1=NC(=NN1CC1=CC=C(C=C1)F)C 5-bromo-1-(4-fluorobenzyl)-3-methyl-1H-1,2,4-triazole formic acid salt